(R)-4-((5R,8R,9S,10S,13R,14S,17R)-10,13-dimethyl-3-oxohexadecahydro-1H-cyclopenta[a]phenanthren-17-yl)pentanamide C[C@]12[C@H]3CC[C@@]4([C@H](CC[C@H]4[C@@H]3CC[C@@H]2CC(CC1)=O)[C@@H](CCC(=O)N)C)C